N-[3-chloro-4-[[3-[[(4R)-4-hydroxypyrrolidine-2-carbonyl]amino]cyclobutyl]carbamoyl]phenyl]-5-(2,3-difluoro-4-methoxy-phenyl)-1-methyl-imidazole-2-carboxamide ClC=1C=C(C=CC1C(NC1CC(C1)NC(=O)C1NC[C@@H](C1)O)=O)NC(=O)C=1N(C(=CN1)C1=C(C(=C(C=C1)OC)F)F)C